OC=1C=C(C=C(C1)CS(=O)(=O)Cl)S (5-hydroxy-3-mercaptophenyl)methanesulfonyl chloride